C(#N)C=1C(=NC(=CC1C1=CC=CC=C1)C=1SC=CC1)SC(C(=O)O)C1=CC=CC=C1 2-((3-cyano-4-phenyl-6-(thiophen-2-yl)pyridin-2-yl)thio)-2-phenylacetic acid